BrC=1C=C(C=CC1OC)C1(CCCC1)O 1-(3-bromo-4-methoxy-phenyl)cyclopentanol